trifluoro-4-(3-propylcyclopentyl)-1,1'-biphenyl FC=1C(=C(C(=C(C1)C1=CC=CC=C1)F)F)C1CC(CC1)CCC